S12(C=NC=C1N2)=O THIAZOL-LACTAM